cis,cis-9,12,15-octadecatrienoic acid methyl ester COC(CCCCCCC\C=C/C\C=C/CC=CCC)=O